6-chloro-4-(trifluoromethyl)-1-benzofuran-7-amine ClC1=C(C2=C(C=CO2)C(=C1)C(F)(F)F)N